C(C1=CC=CC=C1)[C@H](NC([C@@H](NC([C@@H](NC(OC(C)(C)C)=O)C)=O)CCCNC(=O)N)=O)C(N[C@@H](CC(C)C)B(O)O)=O ((6S,9S,12S,15R)-12-benzyl-2,2,6,17-tetramethyl-4,7,10,13-tetraoxo-9-(3-ureidopropyl)-3-oxa-5,8,11,14-tetraazaoctadecan-15-yl)boronic acid